NN1C(=CC(=C1)C(=O)OCC)C(=O)[O-].[Li+] Lithium 1-amino-4-(ethoxy carbonyl)-1H-pyrrole-2-carboxylate